P1(=O)(OCCCCCCCCCCCC)OOOOOCC(C)O1 mono-n-dodecyl tetraoxypropylene phosphate